(R)-tert-butyl-glycine hydrochloride Cl.C(C)(C)(C)NCC(=O)O